CN1N=CC(=C1C1=CC=2N(C=C1)N=C(C2)NC(=O)C2CC2)OC[C@@H]2N(CCC2)C N-[5-[2-methyl-4-[[(2R)-1-methylpyrrolidin-2-yl]methoxy]pyrazol-3-yl]pyrazolo[1,5-a]pyridin-2-yl]cyclopropanecarboxamide